NCC1=NNC(C2=CC=C(C=C12)C1(CC1)C(=O)N(CC1=NC=C(C=C1)C(F)(F)F)C(C)C1=NC=CC=N1)=O (4-(aminomethyl)-1-oxo-1,2-dihydro-phthalazin-6-yl)-N-(1-(pyrimidin-2-yl)ethyl)-N-((5-(trifluoromethyl)pyridin-2-yl)methyl)cyclopropane-1-carboxamide